NCCOCCOCCOCCCC1=CC=C(C=C1)C1=NC=2N(C(=C1)N1CCN(CC1)CCO)N=C(C2C2=CC=CC=C2)C 2-(4-(5-(4-(3-(2-(2-(2-Aminoethoxy)ethoxy)ethoxy)propyl)phenyl)-2-methyl-3-phenylpyrazolo[1,5-a]pyrimidin-7-yl)piperazin-1-yl)ethanol